4-[3-(pyrimidin-2-yloxy)-benzylidene]-piperidine-1-carboxylic acid [(1R,2S)-2-phenyl-cyclopropyl]-amide C1(=CC=CC=C1)[C@H]1[C@@H](C1)NC(=O)N1CCC(CC1)=CC1=CC(=CC=C1)OC1=NC=CC=N1